hexanoylmethylmethanol C(CCCCC)(=O)C(O)C